trans-4-[(7-[(2R)-1-hydroxypropan-2-yl]-4-[(5-methyl-1H-pyrazol-3-yl)amino]-7H-pyrrolo[2,3-d]pyrimidin-2-yl)amino]adamantan-1-ol OC[C@@H](C)N1C=CC2=C1N=C(N=C2NC2=NNC(=C2)C)NC2C1CC3(CC(CC2C3)C1)O